(S)-4-chloro-2-(1-((2-cyclopropyl-4-methyloxazol-5-yl)sulfonyl)piperidin-4-yl)-5-(((3-fluorotetrahydro-2H-pyran-3-yl)methyl)amino)pyridazin-3(2H)-one ClC=1C(N(N=CC1NC[C@@]1(COCCC1)F)C1CCN(CC1)S(=O)(=O)C1=C(N=C(O1)C1CC1)C)=O